COC(C(C1=CC=C(C=C1)NC(C)=O)N1C=CC2=C1N=CN=C2C=2C=NN(C2)C2(CN(C2)S(=O)(=O)CC)CC#N)=O Methyl(4-(1-(3-(cyanomethyl)-1-(ethylsulfonyl)azetidin-3-yl)-1H-pyrazol-4-yl)-7H-pyrrolo[2,3-d]pyrimidin-7-yl)2-(4-acetamidophenyl)acetate